Fmoc-L-3-(3-benzothienyl)alanine C(=O)(OCC1C2=CC=CC=C2C2=CC=CC=C12)N[C@@H](CC1=CSC2=C1C=CC=C2)C(=O)O